1-(3-((4-((1R,5S)-3,8-diazabicyclo[3.2.1]octan-3-yl)-6-chloro-8-fluoro-7-((S or R)-3-hydroxynaphthalen-1-yl)quinazolin-2-yl)oxy)propyl)guanidine [C@H]12CN(C[C@H](CC1)N2)C2=NC(=NC1=C(C(=C(C=C21)Cl)C2=CC(=CC1=CC=CC=C21)O)F)OCCCNC(=N)N